3-amino-N-(3-(4-amino-4-(hydroxymethyl)piperidin-1-yl)pyridin-2-yl)-6-(6-morpholino-3-(trifluoromethyl)pyridin-2-yl)pyrazine-2-carboxamide NC=1C(=NC(=CN1)C1=NC(=CC=C1C(F)(F)F)N1CCOCC1)C(=O)NC1=NC=CC=C1N1CCC(CC1)(CO)N